CCCS(=O)(=O)C(=O)S(=O)(=O)CCC 3-propanesulfonyl ketone